C(C)(=O)O.C(C)(=O)O.IC1=CC=CC=C1 p-iodobenzene diacetate